OC(C(=O)O)CCCCCCCCCCCCCCCC.[SiH3]O silanol hydroxystearate